5-CHLORO-1H-PYRROLO[3,2-E]PYRIDINE-3-CARBALDEHYDE ClC=1C=NC2=C(C1)C(=CN2)C=O